FC=1C(=C(C=CC1F)[C@@H]1[C@H](O[C@]([C@@H]1C)(C(F)(F)F)C)C(=O)NC1=CC(=NC(=C1)F)C(=O)N)OC 4-[[(2S,3R,4R,5R)-3-(3,4-Difluoro-2-methoxy-phenyl)-4,5-dimethyl-5-(trifluoromethyl)tetrahydrofuran-2-carbonyl]amino]-6-fluoro-pyridin-2-carboxamid